ClC1=C(C=C(C=C1)C=1C=C2CC(C(C2=CC1)NC(O[C@@H]1CN2CCC1CC2)=O)(C)C)OC (S)-quinuclidin-3-yl (5-(4-chloro-3-methoxyphenyl)-2,2-dimethyl-2,3-dihydro-1H-inden-1-yl)carbamate